FC(COS(=O)(=O)C(F)(F)F)(C)F.C(#N)N[C@@H]1CC[C@H](CC1)C(=O)NC=1SC(=CN1)C1CCCCC1 Trans-4-(cyanoamino)-N-(5-cyclohexyl-1,3-thiazol-2-yl)cyclohexane-1-carboxamide 2,2-Difluoropropyltrifluoromethanesulfonate